ClC1=C(C=CC(=C1)SC)B(O)O (2-chloro-4-methylsulfanyl-phenyl)boronic acid